amino-5-chloro-N-((4-((tetrahydro-2H-pyran-4-yl)methyl)morpholin-2-yl)methyl)-2,3-dihydrobenzofuran-7-carboxamide NC1OC2=C(C1)C=C(C=C2C(=O)NCC2CN(CCO2)CC2CCOCC2)Cl